(3-(2-(1,3-dioxan-2-yl)-4-(hydroxy(p-tolyl)methyl)phenyl)pyrrolidin-1-yl)(3-chloropyridin-2-yl)methanone O1C(OCCC1)C1=C(C=CC(=C1)C(C1=CC=C(C=C1)C)O)C1CN(CC1)C(=O)C1=NC=CC=C1Cl